2-phenethyl-2H-pyrazolo[4,3-b]Pyridine-5-carboxylic acid methyl ester COC(=O)C=1C=CC=2C(N1)=CN(N2)CCC2=CC=CC=C2